1-(4-(4-cyclohexyl-2-methylphenoxy)phenyl)-2,2,2-trifluoroethan-1-one Oxime C1(CCCCC1)C1=CC(=C(OC2=CC=C(C=C2)C(C(F)(F)F)=NO)C=C1)C